(4-(3-oxa-8-azabicyclo[3.2.1]octane-8-carbonyl)phenyl)((3S,4S)-4-(3,4-dihydroisoquinolin-2(1H)-yl)-3-hydroxypiperidin-1-yl)methanone C12COCC(CC1)N2C(=O)C2=CC=C(C=C2)C(=O)N2C[C@@H]([C@H](CC2)N2CC1=CC=CC=C1CC2)O